CC(C)(C#C)NC(CNC(CN(S(=O)(=O)C)C1CCN(CC1)[C@H](C)C1=CC=CC2=CC=CC=C12)=O)=O (R)-N-(2-methylbut-3-yn-2-yl)-2-(2-(N-(1-(1-(naphthalen-1-yl)ethyl)piperidin-4-yl)methylsulfonamido)acetamido)acetamide